3-(difluoromethyl)-5,8,8-trimethyl-6-oxo-5-(o-tolyl)-5,6,7,8,9,10-hexahydrobenzo[b][1,8]naphthyridine-4-carbonitrile FC(C1=C(C=2C(C3=C(NC2N=C1)CC(CC3=O)(C)C)(C3=C(C=CC=C3)C)C)C#N)F